2-bromo-3-methoxy-4-[(4-methyl-5-nitro-3-pyridinyl)methyl]pyridine BrC1=NC=CC(=C1OC)CC=1C=NC=C(C1C)[N+](=O)[O-]